BrC1=CC2=CN(N=C2C=C1OC)C1C(CC(CC1)NC)C 4-(5-Bromo-6-methoxy-2H-indazol-2-yl)-N,3-dimethylcyclohexan-1-amine